C1(=CC=C(C=C1)C1=NC(=NC(=N1)C1=CC=C(C=C1)C1=CC=CC=C1)C1=CC=C(C=C1)C1=CC=CC=C1)C1=CC=CC=C1 2,4,6-tris[(1,1-biphenyl)-4-yl]-1,3,5-triazine